ClC1=CC2=C(N=CNC2=O)N1C1=CC=C(C=C1)C1COCC(N1C(=O)OC(C)(C)C)(C)C tert-butyl 5-(4-(6-chloro-4-oxo-3,4-dihydro-7H-pyrrolo[2,3-d]pyrimidin-7-yl) phenyl)-3,3-dimethylmorpholine-4-carboxylate